2-Methylspiro[chromene-4,1'-cyclohexane]-3'-one CC=1OC2=CC=CC=C2C2(CC(CCC2)=O)C1